The molecule is an azo dye with a structure consisting of acetanilide substituted on the 4-position of the phenyl group with a 6-hydroxy-m-tolylazo group. It has a role as a dye and an allergen. It is a monocarboxylic acid amide and a member of azobenzenes. It derives from an azobenzene. CC1=CC(=C(C=C1)O)N=NC2=CC=C(C=C2)NC(=O)C